3,5-dichloro-N-(4-(N-(2-chloro-5-bromophenyl)sulfamoyl)phenyl)benzenesulfonamide ClC=1C=C(C=C(C1)Cl)S(=O)(=O)NC1=CC=C(C=C1)S(NC1=C(C=CC(=C1)Br)Cl)(=O)=O